2-[18F]fluoro-4-nitrobenzonitrile [18F]C1=C(C#N)C=CC(=C1)[N+](=O)[O-]